O=C1NC(C(N1)CCO[C@@H]1C[C@H](NC1)C(N(C)C)=S)=O (2S,4R)-4-[2-(2,5-dioxoimidazolidin-4-yl)ethoxy]-N,N-dimethylpyrrolidine-2-carbothioamide